NC1=CC(=C(C=C1)C1C(C1)CNC(OC(C)(C)C)=O)CS(=O)(=O)C tert-butyl ((2-(4-amino-2-((methylsulfonyl)methyl)phenyl)cyclopropyl)methyl)carbamate